S(=O)(=O)(O)C1C(C(=O)N(C1=O)O)(C(C1=CC(=CC=C1)N1C(C=CC1=O)=O)=O)N1C(CCC1=O)=O sulfosuccinimidyl-m-maleimidyl-benzoyl-N-hydroxysuccinimide